CC1(C(NC(CC1)=O)=O)C1=CC=C(C=C1)CC=O 2-[4-(3-methyl-2,6-dioxo-3-piperidyl)phenyl]acetaldehyde